C(C=C)N1N(C2=NC(=NC=C2C1=O)NC1=CC=C(C=C1)F)C1=NC(=CC=C1)O[C@H]1CCN(CCC1)C |o1:28| rel-(R)-2-allyl-6-((4-fluorophenyl)amino)-1-(6-((1-methylazepan-4-yl)oxy)pyridin-2-yl)-1,2-dihydro-3H-pyrazolo[3,4-d]pyrimidin-3-one